2-({2-[4-(2-hydroxyethoxy)pyridin-2-yl]-5H,6H,7H-cyclopenta[d]pyrimidin-4-yl}(methyl)amino)-N-(6-methylpyridazin-3-yl)acetamide OCCOC1=CC(=NC=C1)C=1N=C(C2=C(N1)CCC2)N(CC(=O)NC=2N=NC(=CC2)C)C